2-((3-(2-fluoroethyl)-4-hydroxyphenyl)amino)-2-methylpropanenitrile FCCC=1C=C(C=CC1O)NC(C#N)(C)C